5-[[2-[(2S,5R)-2-(3-chlorophenyl)-5-methyl-1-piperidyl]-2-oxo-acetyl]amino]pyridine-3-carboxamide ClC=1C=C(C=CC1)[C@H]1N(C[C@@H](CC1)C)C(C(=O)NC=1C=C(C=NC1)C(=O)N)=O